(2S,4S)-4-(4-fluorophenyl)-1-((4-phenoxybutanoyl)glycyl)pyrrolidine-2-carboxylic acid FC1=CC=C(C=C1)[C@@H]1C[C@H](N(C1)C(CNC(CCCOC1=CC=CC=C1)=O)=O)C(=O)O